C1(=CC=CC=C1)P(=S)(SC(CC)C1=CC=CC=C1)C1=CC=CC=C1 1-phenylpropyl diphenylphosphindithioate